((2S,4S)-1-(but-2-ynoyl)-4-(8-chloro-7-(5,6-dimethyl-1H-indazol-4-yl)-6-fluoro-4-(((S)-1-methylpyrrolidin-2-yl)methoxy)-1H-pyrazolo[4,3-c]quinolin-1-yl)piperidin-2-yl)acetonitrile C(C#CC)(=O)N1[C@@H](C[C@H](CC1)N1N=CC=2C(=NC=3C(=C(C(=CC3C21)Cl)C2=C1C=NNC1=CC(=C2C)C)F)OC[C@H]2N(CCC2)C)CC#N